C(C=C)C1=C(NOC2=C1C=CC=C2)CC=C bis-allylbenzoxazine